1-(3-((4-amino-6-chloro-1H-pyrazolo[3,4-d]pyrimidin-1-yl)methyl)phenethyl)-6-oxo-1,6-dihydropyridazine-3-carboxylic acid methyl ester COC(=O)C1=NN(C(C=C1)=O)CCC1=CC(=CC=C1)CN1N=CC=2C1=NC(=NC2N)Cl